NC1=C(C=C(C2=C1C=CO2)C(=O)NC2CCN(CC2)CCCOC)Cl 4-amino-5-chloro-N-(1-(3-methoxypropyl)piperidin-4-yl)benzofuran-7-formamide